4-(2-(pyridin-3-yl)thiazol-5-yl)phenyl 2-bromobenzenesulfonate BrC1=C(C=CC=C1)S(=O)(=O)OC1=CC=C(C=C1)C1=CN=C(S1)C=1C=NC=CC1